N-((1S,4S)-4-(2-oxa-8-azaspiro[4.5]decan-8-yl)cyclohexyl)-2-(3-((2-methoxy-4-(methylsulfonyl)phenyl)amino)prop-1-yn-1-yl)-1-(2,2,2-trifluoroethyl)-1H-benzo[d]imidazol-4-amine C1OCCC12CCN(CC2)C2CCC(CC2)NC2=CC=CC=1N(C(=NC12)C#CCNC1=C(C=C(C=C1)S(=O)(=O)C)OC)CC(F)(F)F